O1ONC=C1 Dioxazol